C1(=CC=CC=C1)P(=O)(C1=CC=CC=C1)C1OC2=CC=CC(=C2C(C1)=O)OC 2-(diphenylphosphoryl)-5-methoxychroman-4-one